6-(4-aminothiophene-2-yl)pyrazin (S)-Diethyl(1-Phenylpropan-2-Yl)PhosphorAmidate C(C)C([C@H](CC1=CC=CC=C1)NP(O)(O)=O)CC.NC=1C=C(SC1)C1=CN=CC=N1